N-(2,2-difluoroethyl)-2-[6-(1-{[(2S,5R)-5-ethylsulfonylaminooxan-2-yl]methyl}pyrrolidin-3-yl)-3-methylimidazo[1,5-a]pyridin-8-yl]-5-fluoro-N-(isopropyl)benzamide FC(CN(C(C1=C(C=CC(=C1)F)C=1C=2N(C=C(C1)C1CN(CC1)C[C@H]1OC[C@@H](CC1)NS(=O)(=O)CC)C(=NC2)C)=O)C(C)C)F